butyne-1,4-dioate C(C#CC(=O)[O-])(=O)[O-]